NC1CC(N(CC1)C)(C(=O)NCC(COC1=C2C=C(C=NC2=CC=C1OCC1=CC=CC=C1)Br)F)C 4-amino-N-(3-((6-(benzyloxy)-3-bromoquinolin-5-yl)oxy)-2-fluoropropyl)-1,2-dimethylpiperidine-2-carboxamide